2-Methyl-6-{2-[methyl-(2,2,6,6-tetramethylpiperidin-4-yl)amino][1,3]thiazolo[4,5-c]pyridin-6-yl}imidazo[1,2-a]pyridin-8-carbonitril CC=1N=C2N(C=C(C=C2C#N)C2=CC3=C(C=N2)N=C(S3)N(C3CC(NC(C3)(C)C)(C)C)C)C1